(S)-5-benzyl-N-(7-(1-cyclopropyl-1H-pyrazol-4-yl)-1-methyl-2-oxo-1,2,3,4-tetrahydro-1,4-diazepino[3,2,1-hi]indol-3-yl)-4H-1,2,4-triazole-3-carboxamide C(C1=CC=CC=C1)C=1NC(=NN1)C(=O)N[C@@H]1C(N(C=2C=CC=C3C(=CN(C23)C1)C=1C=NN(C1)C1CC1)C)=O